(E)-4-(4-(dimethylamino)but-2-enamido)benzoic acid CN(C/C=C/C(=O)NC1=CC=C(C(=O)O)C=C1)C